COC(C1=CC=C(C=C1)OC)OC para-anisaldehyde dimethyl acetal